N4-benzyl-N-(6-chloropyridin-3-yl)-1H-pyrrolo[2,3-c]pyridine-4,7-diamine C(C1=CC=CC=C1)N(C=1C2=C(C(=NC1)N)NC=C2)C=2C=NC(=CC2)Cl